C1(CCC1)NC1=CC(=NC=N1)C(=O)NCC(CN1CC=2NC3=CC=CC=C3C2CC1)O 6-(Cyclobutylamino)-N-(2-hydroxy-3-{1H,2H,3H,4H,9H-pyrido[3,4-b]indol-2-yl}propyl)pyrimidin-4-carboxamid